[1-(benzenesulfonyl)-6-(3,5-dimethyl-1,2,4-triazol-4-yl)pyrrolo[2,3-b]pyridin-3-yl]boronic acid C1(=CC=CC=C1)S(=O)(=O)N1C=C(C=2C1=NC(=CC2)N2C(=NN=C2C)C)B(O)O